7,9-nonaendiol dimethacrylate C(C(=C)C)(=O)OC(CCCCC=C)CCOC(C(=C)C)=O